ClC=1C(N(C(=CC1OC([2H])([2H])C1=NC=C(C=C1F)F)C)C1=CC(=NC=C1C)N1N=C(C(=C1)C)C(C)(C)NC(C)=O)=O (S)-N-(2-(1-(3-chloro-4-((3,5-difluoropyridin-2-yl)methoxy-d2)-5',6-dimethyl-2-oxo-2H-[1,4'-bipyridyl]-2'-yl)-4-methyl-1H-pyrazol-3-yl)propan-2-yl)acetamide